N1(C=NC=C1)CC=1C=C2CCN(CC2=CC1)C(=O)OC(C)(C)C tert-butyl 6-((1H-imidazol-1-yl)methyl)-3,4-dihydroisoquinoline-2(1H)-carboxylate